4-[4-(5-{[(1R,2S,3S,5S)-2-fluoro-1,5-dimethyl-9-azabicyclo[3.3.1]nonan-3-yl](methyl)amino}pyrazin-2-yl)-3-hydroxyphenyl]-1-methyl-1,2-dihydropyrimidin-2-one F[C@@H]1[C@]2(CCC[C@@](C[C@@H]1N(C=1N=CC(=NC1)C1=C(C=C(C=C1)C1=NC(N(C=C1)C)=O)O)C)(N2)C)C